ClC=1C2=CN(N=C2C(=C(C1)C1=CC=C(C=C1)N1CCOCC1)Cl)C(C(=O)NC=1SC=CN1)C1=C2N(C=N1)CCC2 2-(4,7-Dichloro-6-(4-morpholinophenyl)-2H-indazol-2-yl)-2-(6,7-dihydro-5H-pyrrolo[1,2-c]imidazol-1-yl)-N-(thiazol-2-yl)acetamid